OCCOC1=CC=C(C=C1)C#CC1=CC=C(C=C1)C1=CC(=NO1)CN1C(=NC=C1)[C@H](C)O (S)-1-(1-((5-(4-((4-(2-Hydroxyethoxy)phenyl)ethynyl)phenyl)isoxazol-3-yl)methyl)-1H-imidazol-2-yl)ethan-1-ol